ClC1=C(C=CC=C1Br)NC1=NSC2=C1C=C(C=C2)C(OC)OC 3-(2-chloro-3-bromophenylamino)-5-dimethoxymethylbenzoisothiazole